5-Cyano-3-methyl-N-(3-(1-methyl-1H-pyrazol-4-yl)-1H-indazol-5-yl)picolinamide C(#N)C=1C=C(C(=NC1)C(=O)NC=1C=C2C(=NNC2=CC1)C=1C=NN(C1)C)C